5-[6,8-dimethylimidazo[1,2-a]pyrazin-2-yl]-1-(piperidin-1-yl)phthalazine CC=1N=C(C=2N(C1)C=C(N2)C2=C1C=NN=C(C1=CC=C2)N2CCCCC2)C